5-(carboxymethoxy)-3'-ethoxy-4'-(7-oxo-6,7-dihydro-3H-[1,2,3]triazolo[4,5-d]pyrimidin-5-yl)-[1,1'-biphenyl]-3-carboxylic acid C(=O)(O)COC=1C=C(C=C(C1)C1=CC(=C(C=C1)C=1NC(C2=C(N1)NN=N2)=O)OCC)C(=O)O